1-((R)-2-((1R,3aS,3bR,5aS,8S,10aS,10bS,12aS)-8-hydroxy-8,10a,12a-trimethyloctadecahydrocyclohepta[a]cyclopenta[f]naphthalen-1-yl)propyl)-1H-pyrazole-4-carbonitrile O[C@]1(CC[C@H]2[C@@]([C@H]3CC[C@]4([C@H]([C@@H]3CC2)CC[C@@H]4[C@H](CN4N=CC(=C4)C#N)C)C)(CC1)C)C